2-benzyloxy-2-[3-[tert-butyl(diphenyl)silyl]oxypropoxymethyl]-3,3,3-trifluoro-propanoic acid C(C1=CC=CC=C1)OC(C(=O)O)(C(F)(F)F)COCCCO[Si](C1=CC=CC=C1)(C1=CC=CC=C1)C(C)(C)C